((3-acetamido-4-fluorophenyl)sulfonyl)-3,4,5,6-tetrahydropyrrolo[3,4-c]pyrrole-2(1H)-carboxylic acid tert-butyl ester C(C)(C)(C)OC(=O)N1C(C=2CNCC2C1)S(=O)(=O)C1=CC(=C(C=C1)F)NC(C)=O